ClC1=CC(=C(COC=2C=CC=C3C4=C(NC23)CN(CC4)CC4=NC2=C(N4C[C@H]4OCC4)C=C(C=C2)C(=O)OC(C)(C)C)C=C1)F tert-Butyl (S)-2-((8-((4-chloro-2-fluorobenzyl)oxy)-1,3,4,9-tetrahydro-2H-pyrido[3,4-b]indol-2-yl)methyl)-1-(oxetan-2-ylmethyl)-1H-benzo[d]imidazole-6-carboxylate